methyl-propione CCCC(CC)=O